1,3,5-trimethyl-2,4,6-tris(3,5-dit-butyl-4-hydroxybenzyl)benzene CC1=C(C(=C(C(=C1CC1=CC(=C(C(=C1)C(C)(C)C)O)C(C)(C)C)C)CC1=CC(=C(C(=C1)C(C)(C)C)O)C(C)(C)C)C)CC1=CC(=C(C(=C1)C(C)(C)C)O)C(C)(C)C